C1(=CC=CC2=CC=CC=C12)C=CC1=NC=C(N=C1)C=CC1=CC=CC2=CC=CC=C12 2,5-bis[2-(1-naphthyl)vinyl]Pyrazine